dl-2,5-dimethyl-heptanediol dibenzoate C(C1=CC=CC=C1)(=O)OC(C(CCC(CC)C)C)OC(C1=CC=CC=C1)=O